((5-chloro-2-(2-methoxyethoxy)phenyl)aminoFormyl)thiophene-2-carboxylic acid methyl ester COC(=O)C=1SC=CC1C(=O)NC1=C(C=CC(=C1)Cl)OCCOC